(2S,3R)-3-hydroxy-4-((N-isopropyl-4-aminophenyl)sulphonamido)-1-phenylbutanol O[C@H](CC(O)C1=CC=CC=C1)CNS(=O)(=O)C1=CC=C(C=C1)NC(C)C